benzyl aminocarboxylate NC(=O)OCC1=CC=CC=C1